methyl-(4-cyanatophenyl)sulfide CSC1=CC=C(C=C1)OC#N